(+/-)-3-fluoro-4-(4-{[2-(3-methoxy-1-methyl-1H-pyrazol-4-yl)pyrrolidin-1-yl]methyl}phenoxy)benzamide FC=1C=C(C(=O)N)C=CC1OC1=CC=C(C=C1)CN1[C@H](CCC1)C=1C(=NN(C1)C)OC |r|